ClC1=C(C(=C(C=C1)C=1N=NN(C1)[C@H]1[C@H]([C@H](O[C@@H]([C@@H]1OC)CC1=NOC(=C1)C1(CCCC1)C)CO)O)F)F (2R,3R,4S,5R,6R)-4-(4-(4-chloro-2,3-difluorophenyl)-1H-1,2,3-triazol-1-yl)-2-(hydroxymethyl)-5-methoxy-6-((5-(1-methylcyclopentyl)isoxazol-3-yl)methyl)tetrahydro-2H-pyran-3-ol